ClC1=NC=C(C(=C1)C1=C(C=NC(=C1)C)C(=O)NC=1SC2=C(N1)CN(C2)C(=O)C=2OC(=C(N2)C)C)OC 2'-chloro-N-(5-(4,5-dimethyloxazole-2-carbonyl)-5,6-dihydro-4H-pyrrolo[3,4-d]thiazol-2-yl)-5'-methoxy-6-methyl-[4,4'-bipyridine]-3-carboxamide